Cl.N[C@H](C(=O)N)C[C@H]1C(NCC1)=O (2S)-2-amino-3-[(3S)-2-oxopyrrolidin-3-yl]propanamide hydrochloride